FC1=C(C=CC=C1)NC=1N=C2C(=NC1NC1CCCCC1)NC(=N2)C(F)(F)F N5-(2-fluorophenyl)-N6-cyclohexyl-2-(trifluoromethyl)-1H-imidazo[4,5-b]pyrazine-5,6-diamine